5-Chloro-1-[2-hydroxy-3-[4-[[4-[(E)-3-(4-methoxyphenyl)-3-oxoprop-1-enyl]phenoxy]methyl]triazol-1-yl]propyl]indole-2,3-dione ClC=1C=C2C(C(N(C2=CC1)CC(CN1N=NC(=C1)COC1=CC=C(C=C1)\C=C\C(=O)C1=CC=C(C=C1)OC)O)=O)=O